N-(3-chlorothieno[3,2-c]pyridin-4-yl)-5-(5-ethyl-1,3,4-thiadiazol-2-yl)-N-[(3R)-3-piperidyl]pyridine-2-carboxamide ClC1=CSC2=C1C(=NC=C2)N(C(=O)C2=NC=C(C=C2)C=2SC(=NN2)CC)[C@H]2CNCCC2